isopropyl-D-1-thiopyran C(C)(C)C1SC=CC=C1